5-(1-bromoethyl)-3-ethoxypicolinonitrile BrC(C)C=1C=C(C(=NC1)C#N)OCC